COC(=O)C1=CC(=NN1CC1CC1)O 1-(cyclopropylmethyl)-3-hydroxy-1H-pyrazole-5-carboxylic acid methyl ester